tert-butyl N-[(1S)-2-[[3-(2,6-difluorobenzoyl)-6-methyl-5,6-dihydro-4H-cyclopenta[b]thiophen-2-yl]amino]-1-methyl-2-oxo-ethyl]carbamate FC1=C(C(=O)C=2C3=C(SC2NC([C@H](C)NC(OC(C)(C)C)=O)=O)C(CC3)C)C(=CC=C1)F